BrCC1(CC1)COCC1=CC=CC=C1 (((1-(bromomethyl)cyclopropyl)methoxy)methyl)benzene